3-Benzenesulfonyl-2-oxo-1-{3-[2-(pyrimidin-2-ylamino)-ethyl]-cyclobutanecarbonyl}-imidazolidine-4-carboxylic acid methyl ester COC(=O)C1N(C(N(C1)C(=O)C1CC(C1)CCNC1=NC=CC=N1)=O)S(=O)(=O)C1=CC=CC=C1